C1(CC1)C1=NSC(=N1)C1=NN=C2N1CCN([C@H]2C)C(=O)C2=CC=C(C=C2)F (S)-(3-(3-cyclopropyl-1,2,4-thiadiazol-5-yl)-8-methyl-5,6-dihydro-[1,2,4]triazolo[4,3-a]pyrazin-7(8H)-yl)(4-fluorophenyl)methanone